BrC1=C(C=CC2=C1C=C(O2)C(=O)O)N2CCN(CC2)S(=O)(=O)C2=CC=C(C=C2)OC 4-bromo-5-[4-(4-methoxy-benzenesulfonyl)-piperazin-1-yl]-benzofuran-2-carboxylic acid